1,4-Dioxa-8-azaspiro[4.5]decane hydrochloride Cl.O1CCOC12CCNCC2